The molecule is a long-chain fatty aldehyde that is tetradecane in which two hydrogens attached to a terminal carbon are replaced by an oxo group. It is found in coriander. It has a role as a bacterial metabolite and a plant metabolite. It is a long-chain fatty aldehyde and a 2,3-saturated fatty aldehyde. It derives from a hydride of a tetradecane. CCCCCCCCCCCCCC=O